manganese(III) 5,10,15,20-tetrakis(N-n-butoxyethyl-pyridinium-2-yl)porphyrin C(CCC)OCC[N+]1=C(C=CC=C1)C=1C2=CC=C(N2)C(=C2C=CC(C(=C3C=CC(=C(C=4C=CC1N4)C4=[N+](C=CC=C4)CCOCCCC)N3)C3=[N+](C=CC=C3)CCOCCCC)=N2)C2=[N+](C=CC=C2)CCOCCCC.[Mn+3]